1-benzyl-N5-((1R,2R)-2-ethoxycyclopropyl)-N3-methyl-2-oxo-1,2-dihydropyridine-3,5-dicarboxamide C(C1=CC=CC=C1)N1C(C(=CC(=C1)C(=O)N[C@H]1[C@@H](C1)OCC)C(=O)NC)=O